[2H]C([C@@](C(=O)O)(C)O)([2H])[2H] (2R)-3,3,3-trideuterio-2-hydroxy-2-methylpropanoic acid